C(C)C=1C(NC=2C=C(C=NC2C1)CN1CCN(CC1)C=1C=CC(=NC1C)C(=O)N[C@H]1COC[C@@H]1O)=O 5-(4-((7-ethyl-6-oxo-5,6-dihydro-1,5-naphthyridin-3-yl)methyl)piperazin-1-yl)-N-((3S,4R)-4-hydroxytetrahydrofuran-3-yl)-6-methylpicolinamide